1,3-dioxohexahydroimidazo[1,5-a]Pyrazine-7,8(1H)-dicarboxylate O=C1NC(N2C1C(N(CC2)C(=O)[O-])C(=O)[O-])=O